4-(1-hydroxyethyl)benzyl alcohol OC(C)C1=CC=C(CO)C=C1